N-cinnamoyl-phenylalanine C(C=CC1=CC=CC=C1)(=O)N[C@@H](CC1=CC=CC=C1)C(=O)O